1-methyl-1,2,5,6-tetrahydronicotinic acid ethyl ester C(C)OC(C=1CN(CCC1)C)=O